methyl α-methoxyacetate COCC(=O)OC